FC1(CC(C1)(CC1=NN=CN1C)C=1C=C(C=CC1)N1C(C2=CC(=CC(=C2C1)C(F)(F)F)CN1C[C@@H](NCC1)CC)=O)F (S)-2-(3-(3,3-difluoro-1-((4-methyl-4H-1,2,4-triazol-3-yl)methyl)cyclobutyl)phenyl)-6-((3-ethylpiperazin-1-yl)methyl)-4-(trifluoromethyl)isoindolin-1-one